Hydroxy-pyruvate OCC(C(=O)[O-])=O